C(C)(C)(C)[C@H]1N(CC1CNC(=O)N1C(C2=CC=CC=C2CC1)C1=CC=C(C=C1)F)C(=O)OC=1C=NC=C(C1[Si](CC)(CC)CC)F 5-Fluoro-4-(triethylsilyl)pyridin-3-ol tert-butyl-(S)-3-((1-(4-fluorophenyl)-1,2,3,4-tetrahydroisoquinoline-2-carboxamido)methyl)azetidine-1-carboxylate